C(#N)C=1C=C2C(=NC1)C(CO2)NC(CN2C(NC1=CC=C(C(=C1C2)F)F)=O)=O N-{6-cyano-2H,3H-furo[3,2-b]pyridin-3-yl}-2-(5,6-difluoro-2-oxo-1,4-dihydroquinazolin-3-yl)acetamide